BrC1=C(C(=C(C(=O)OC)C=C1OC)[N+](=O)[O-])O Methyl 4-bromo-3-hydroxy-5-methoxy-2-nitrobenzoate